N-benzyl-1-chloro-N-(chloromethyl)methanamine HCl salt Cl.C(C1=CC=CC=C1)N(CCl)CCl